N1=CC=C(C=C1)NC1=CC=C(C=C1)NC(=O)NC1=CC=C(C=C1)NC1=CC=NC=C1 1,3-bis(4-(pyridin-4-ylamino)phenyl)urea